4-chloro-3-cyclopropyl-2-fluorobenzonitrile ClC1=C(C(=C(C#N)C=C1)F)C1CC1